(S)-4-methyl-2-(4-methylphenyl-sulphonylamino)-N-(6-(4-methylpiperidin-1-yl)pyridin-3-yl)pentanamide CC(C[C@@H](C(=O)NC=1C=NC(=CC1)N1CCC(CC1)C)NS(=O)(=O)C1=CC=C(C=C1)C)C